3-(1-methylcyclopropyl)phenol CC1(CC1)C=1C=C(C=CC1)O